FC1C(CCC1)NC(OC(C)(C)C)=O 60-Trans-tert-butyl (2-fluorocyclopentyl)carbamate